(3aR,5S,6R,6aR)-5-((R)-2,2-dimethyl-1,3-dioxolan-4-yl)-2,2-dimethyltetrahydrofuro[2,3-d][1,3]dioxol-6-ol CC1(OC[C@@H](O1)[C@@H]1[C@H]([C@@H]2[C@@H](OC(O2)(C)C)O1)O)C